C(C)S(=O)(=O)N1CC(NCC1)=O 4-(ethylsulfonyl)piperazin-2-one